NC1=NC=CC(=C1Cl)SC=1N=CC(=NC1)N1CCC2(CC1)[C@@H](CC1=CC=CC=C12)N (R)-1'-(5-((2-amino-3-chloropyridin-4-yl)thio)pyrazin-2-yl)-2,3-dihydro-spiro[indene-1,4'-piperidin]-2-amine